4-((2-(2-(2,6-dioxopiperidin-3-yl)-1,3-dioxoisoindolin-5-yl)-2,7-diazaspiro[3.5]nonane-7-yl)piperidin-1-yl)pyridazine-3-formamide O=C1NC(CCC1N1C(C2=CC=C(C=C2C1=O)N1CC2(C1)CCN(CC2)C2N(CCCC2)C2=C(N=NC=C2)C(=O)N)=O)=O